C(#N)C1=C(C2=C(S1)C(=CC=C2)N[C@H]2[C@H]([C@@H]1CC[C@H](C2)N1C(=O)OC(C)(C)C)F)CC(F)(F)F Tert-butyl (1S,2R,3R,5R)-3-((2-cyano-3-(2,2,2-trifluoroethyl)benzo[b]thiophen-7-yl)amino)-2-fluoro-8-azabicyclo[3.2.1]octane-8-carboxylate